ClC1=CC(=C(OCC=2C=NC=C(C#N)C2)C=C1OCC=1C(=C(C=CC1)C1=C(C(=CC=C1)OCC1CN(CCC1)C)Cl)C)CNCC1=CC=NN1C 5-((4-chloro-5-((2'-chloro-2-methyl-3'-((1-methylpiperidin-3-yl)methoxy)-[1,1'-biphenyl]-3-yl)methoxy)-2-((((1-methyl-1H-pyrazol-5-yl)methyl)amino)methyl)phenoxy)methyl)nicotinonitrile